C1(=CC=C(C=C1)C1=CC(=NC(=N1)C1=CC=CC=C1)C1=CC=C(C2=CC=CC=C12)B(O)O)C1=CC=CC=C1 (4-(6-([1,1'-biphenyl]-4-yl)-2-phenylpyrimidin-4-yl)naphthalene-1-yl)boronic acid